1-(5-bromo-1H-indazol-3-yl)ethan-1-one BrC=1C=C2C(=NNC2=CC1)C(C)=O